7-cyclopropyl-4-oxo-6-{(7-thiabicyclo[4.3.0]non-1,3,5,8-tetraen-8-yl)methyl}-1-thia-3a-aza-3-indancarboxylic acid C1(CC1)C=1C(=CC(N2C(CSC12)C(=O)O)=O)CC=1SC2=CC=CC=C2C1